COC(=O)C1=NN(C=N1)C=1C(=NC=C(C1)F)OC 1-(5-fluoro-2-methoxy-3-pyridinyl)-1,2,4-triazole-3-carboxylic acid methyl ester